OC1CC(NC1)C(=O)NCC1=C(C=C(C=C1)C1=C(N=CS1)C)O 4-hydroxy-N-(2-hydroxy-4-(4-methylthiazol-5-yl)benzyl)pyrrolidine-2-carboxamide